S-methyl-isothiocyanoamide hydrochloride Cl.CS=C=N[NH-]